C(C)(C)(C)C=1C(=C(C(=O)N)C=C(C1O)C(C)(C)C)CCCCCCC1=C(C(=O)N)C=C(C(=C1C(C)(C)C)O)C(C)(C)C hexamethylenebis(3,5-di-t-butyl-4-hydroxy-benzamide)